cis-6-(cyclobutylmethyl)-5-(4-(4-(dimethoxymethyl)piperidin-1-yl)phenyl)-5,6,7,8-Tetrahydronaphthalene C1(CCC1)C[C@@H]1[C@@H](C=2C=CC=CC2CC1)C1=CC=C(C=C1)N1CCC(CC1)C(OC)OC